4-methyl-3-(pyridin-3-yl)isoxazol-5(4H)-one CC1C(=NOC1=O)C=1C=NC=CC1